BrCC(=O)NC1=CC=C(C=2C=COC21)C(F)(F)F 2-bromo-N-(4-(trifluoromethyl)benzofuran-7-yl)acetamide